Tert-butyl N-[(3S)-3-(7-methoxy-5,6,7,8-tetrahydro-[1,2,4]triazolo[4,3-a]pyridin-3-yl) cyclohexyl]carbamate COC1CC=2N(CC1)C(=NN2)[C@@H]2CC(CCC2)NC(OC(C)(C)C)=O